C(C)(C)(C)OC(=O)NCC1=CC=C(C=C1)NC(N(CCCCO)CC1=CC=C(C(=O)OC)C=C1)=O Methyl 4-((3-(4-(((tert-Butoxycarbonyl)amino)methyl)phenyl)-1-(4-hydroxybutyl)-ureido)methyl)-benzoate